O1C(=CC2=C1C=CC=C2)C2=CC=C(C=C2)S(=O)(=O)N2CC1(C2)C2(NC(NC2=O)=O)CCC1 2-((4-(benzofuran-2-yl)phenyl)sulfonyl)-2,6,8-triazadispiro[3.0.45.34]dodecane-7,9-dione